C(#N)C(NC(=O)[C@@H]1[C@H]2C([C@H]2CN1C([C@H](CN(C)C)NC(C(F)(F)F)=O)=O)(C)C)C=1C=NC=C2C=CC=NC12 (1R,2S,5S)-N-[cyano(1,6-naphthyridin-8-yl)methyl]-3-[(2S)-3-(dimethylamino)-2-[(2,2,2-trifluoroacetyl)amino]propanoyl]-6,6-dimethyl-3-azabicyclo[3.1.0]hexane-2-carboxamide